(R)-4-(4-chloro-3-fluorobenzyl)-1-(3-fluoro-5-methoxypyridin-2-yl)-3-(oxetan-3-yl)piperazine-2,5-dione ClC1=C(C=C(CN2[C@@H](C(N(CC2=O)C2=NC=C(C=C2F)OC)=O)C2COC2)C=C1)F